7-((4-(4-chloro-3-(trifluoromethyl)phenoxy)-3,5-difluorobenzyl)oxy)-11a-methyl-3,4,11,11a-tetrahydro-1H,9H-pyrimido[6',1':2,3]imidazo[5,1-c][1,4]oxazin-9-one ClC1=C(C=C(OC2=C(C=C(COC3=NC(N4C(N5C(COCC5)(C4)C)=C3)=O)C=C2F)F)C=C1)C(F)(F)F